CN1N=C2C=CC(=CC2=C1)C=1SC2=C(N1)C=CC(=C2)C2CCN(CC2)C 2-(2-methyl-2H-indazol-5-yl)-6-(1-methylpiperidin-4-yl)-1,3-benzothiazole